methyl (3Z)-1-(hydrazinecarbonyl)-3-[[4-[methyl-[2-(4-methylpiperazin-1-yl)acetyl]amino]anilino]-phenyl-methylene]-2-oxo-indoline-6-carboxylate N(N)C(=O)N1C(\C(\C2=CC=C(C=C12)C(=O)OC)=C(\C1=CC=CC=C1)/NC1=CC=C(C=C1)N(C(CN1CCN(CC1)C)=O)C)=O